ClC1=C(C(=O)NC)C(=CC(=C1)N1CCN(CC1)CC=1C=NC=2C=C(C(NC2C1)=O)CC)F 2-chloro-4-(4-((7-ethyl-6-oxo-5,6-dihydro-1,5-naphthyridin-3-yl)methyl)piperazin-1-yl)-6-fluoro-N-methylbenzamide